C(C)(C)(C)OC(=O)N1C2CN(CC1CC2)C2=CC(=C1CC(COC1=C2)N)F 3-(3-amino-5-fluorochroman-7-yl)-3,8-diazabicyclo[3.2.1]octane-8-carboxylic acid tert-butyl ester